FC(C=1C=CC=2N(N1)C(=CN2)C2=NC=NC(=C2)N2CCN(CCC2)S(=O)(=O)C)F 6-(Difluoromethyl)-3-(6-(4-(methylsulfonyl)-1,4-diazepan-1-yl)pyrimidin-4-yl)imidazo[1,2-b]pyridazine